FC=1C=NN2C1C(=CC(=C2)C=2N=NN(C2C)C2CCN(CC2)C(=O)OC(C)(C)C)OC tert-Butyl 4-[4-(3-fluoro-4-methoxy-pyrazolo[1,5-a]pyridin-6-yl)-5-methyl-triazol-1-yl]piperidine-1-carboxylate